C(C1=CC=CC=C1)OC=1C=C(C=C(C1OCC1=CC=CC=C1)OCC1=CC=CC=C1)C=O (3,4,5-tris(benzyloxy)phenyl)methanone